C(#C)[C@]1([C@H]([C@@H]([C@@H](O1)N1C(NC(C=C1)=O)=O)F)O)CO 1-((2R,3S,4R,5R)-5-ethynyl-3-fluoro-4-hydroxy-5-(hydroxymethyl)tetrahydro-furan-2-yl)pyrimidine-2,4(1H,3H)-dione